N-[1-[[2-chloro-5-(1-isopropyl-6-oxo-3-pyridyl)phenyl]methyl]-2-[4-(3-methylimidazol-4-yl)anilino]-2-oxo-ethyl]-2-methyl-pyrazole-3-carboxamide ClC1=C(C=C(C=C1)C1=CN(C(C=C1)=O)C(C)C)CC(C(=O)NC1=CC=C(C=C1)C=1N(C=NC1)C)NC(=O)C=1N(N=CC1)C